ethyl-1,3-phenylenebismaleimide C(C)C1=C(C(=O)NC1=O)C=1C=C(C=CC1)C=1C(=O)NC(C1)=O